C(C)(C)NC(CCC)=NC(C)C N,N'-diisopropylbutanamidine